C(C)(C)(C)C=1C=C(C(O)=CC1)O p-tert.-Butylcatechol